(S)-2-((tert-Butoxycarbonyl)amino)-3-(2-oxo-2,3-dihydro-1H-benzo[d]imidazol-1-yl)propanoic acid C(C)(C)(C)OC(=O)N[C@H](C(=O)O)CN1C(NC2=C1C=CC=C2)=O